ClC=1C=NN2C1N=C(C=C2N2CC(C(C2)(C)C)(F)F)C=2C(NC(NC2)=O)=O 5-(3-chloro-7-(3,3-difluoro-4,4-dimethylpyrrolidin-1-yl)pyrazolo[1,5-a]pyrimidin-5-yl)pyrimidine-2,4(1H,3H)-dione